2-[5-bromo-3-(methoxymethoxy)pyridin-2-yl]-3-hydroxy-2-methylpropanoic acid BrC=1C=C(C(=NC1)C(C(=O)O)(CO)C)OCOC